[1,3]oxaphospholane-3-oxide O1CP(CC1)=O